tert-butyl ((4-chloro-5-(2,6-dioxopiperidin-3-yl)-6-methylpyridin-2-yl)methyl)carbamate ClC1=CC(=NC(=C1C1C(NC(CC1)=O)=O)C)CNC(OC(C)(C)C)=O